ClC1=C(C=CC(=C1)F)NC(CSC=1OC(=NN1)C1=NNC(C1)(C(F)(F)F)C1=CC(=CC(=C1)Cl)Cl)=O N-(2-chloro-4-fluorophenyl)-2-((5-(5-(3,5-dichlorophenyl)-5-(trifluoromethyl)-4,5-dihydro-1H-pyrazol-3-yl)-1,3,4-oxadiazol-2-yl)thio)acetamide